BrC1=C(N)C=CC(=C1)OC([2H])([2H])[2H] 2-bromo-4-(methoxy-d3)aniline